FC1=CC=C(C=C1)CC(C)(C)NC([C@H](C)NC(OC(C)(C)C)=O)=O (S)-tert-butyl (1-((1-(4-fluorophenyl)-2-methylpropan-2-yl)amino)-1-oxopropan-2-yl)carbamate